(R)-1-(3-amino-5-(trifluoromethyl)benzyl)-N,N-dimethylpyrrolidin-3-amine NC=1C=C(CN2C[C@@H](CC2)N(C)C)C=C(C1)C(F)(F)F